CN(C1=C(C(=O)NN)C=CC=C1)C 2-(dimethylamino)benzoyl-hydrazine